ClCCCOC1=CC=CC=2ONOC21 4-(3-chloropropoxy)benzo[d][1,3]dioxazole